CC1N(C(CCC1)C)[SiH](Cl)Cl 2,6-dimethylpiperidinodichlorosilane